(±)-5,10,15-Tris(3-hydroxyphenyl)-20-[4-((2-(4-(oxiran-2-ylmethoxy)phenyl)-1,3-dioxolan-4-yl)methoxy)tetrafluorophenyl]porphyrin OC=1C=C(C=CC1)C=1C2=CC=C(N2)C(=C2C=CC(C(=C3C=CC(=C(C=4C=CC1N4)C4=CC(=CC=C4)O)N3)C3=CC(=CC=C3)O)=N2)C2=C(C(=C(C(=C2F)F)OCC2OC(OC2)C2=CC=C(C=C2)OCC2OC2)F)F